FC1=C(C=CC(=N1)C(=O)NC1COC1)N1CCN(CC1)CC1=CC=2NC(N(C(C2S1)=O)C)=O 6-fluoro-5-(4-((3-methyl-2,4-dioxo-1,2,3,4-tetrahydrothieno[3,2-d]pyrimidin-6-yl)methyl)piperazin-1-yl)-N-(oxetan-3-yl)picolinamide